NC1=CC(=C(C=C1)NC(CN1CCN(CC1)CC)=O)C N-(4-amino-2-methyl-phenyl)-2-(4-ethylpiperazin-1-yl)acetamide